NC1=C(SC2=NC(=CC=C21)C)C(=O)N[C@H]2COC1=C(C2)C=CC(=C1)C1(CCS(CC1)(=O)=O)C#N 3-Amino-N-[(3R)-7-(4-cyano-1,1-dioxo-1λ6-thian-4-yl)-3,4-dihydro-2H-1-benzopyran-3-yl]-6-methylthieno[2,3-b]pyridine-2-carboxamide